N12CCN(C(CC1)CC2)C(=O)N2N=C(C1=C2CCOC1)N1N=C(C=CC1=O)C(F)(F)F 2-(1-(1,4-diazabicyclo[3.2.2]nonane-4-carbonyl)-1,4,6,7-tetrahydropyrano[4,3-c]pyrazol-3-yl)-6-(trifluoromethyl)pyridazin-3(2H)-one